FC(CN1N=C(C=2C1=NC(=CN2)N2CCC1(CCN(C1=O)C1=NC=CC(=N1)C(F)(F)F)CC2)C)F 8-[1-(2,2-difluoroethyl)-3-methyl-1H-pyrazolo[3,4-b]pyrazin-6-yl]-2-[4-(trifluoromethyl)pyrimidin-2-yl]-2,8-diazaspiro[4.5]decan-1-one